C(CCCCCCCCCCCCCCC)OCC(=O)Cl 2-(hexadecyloxy)acetyl chloride